CC(CCCCC)C(C(F)F)(F)F hept-2-yl-1,1,2,2-tetrafluoroethane